2-(4-Fluorophenyl)-N-[1-(3-fluoro-4-trifluoromethylbenzyl)-2,3-dihydro-1H-indol-5-yl]-acetamide FC1=CC=C(C=C1)CC(=O)NC=1C=C2CCN(C2=CC1)CC1=CC(=C(C=C1)C(F)(F)F)F